(S)-6-(3-Chloro-2-fluorobenzyl)-7-ethoxy-1-[1-(hydroxymethyl)propyl]-4-oxo-1,4-dihydroquinoline-3-carboxylic acid ClC=1C(=C(CC=2C=C3C(C(=CN(C3=CC2OCC)[C@@H](CC)CO)C(=O)O)=O)C=CC1)F